1-(2,2-Dimethoxyethyl)-5-methoxy-6-(methoxycarbonyl)-4-oxo-1,4-dihydropyridine-3-carboxylic acid COC(CN1C=C(C(C(=C1C(=O)OC)OC)=O)C(=O)O)OC